C(C)OC(=O)C1(CC1)C1=C(C=NC=C1)N=C(C1=CC=CC=C1)C1=CC=CC=C1.C(C=C)(=O)N1CCN(CC1)C1=NC=NC2=CC(=C(C=C12)Cl)C=1C=C(C=CC1F)NC(C)=O N-(3-(4-(4-acryloyl-piperazin-1-yl)-6-chloro-quinazolin-7-yl)-4-fluorophenyl)acetamide ethyl-1-[3-(benzhydrylideneamino)-4-pyridyl]cyclopropanecarboxylate